calcium lanthanum titanium [Ti].[La].[Ca]